FC1=CC=C(C=C1)N1C(NN=C1)=O 4-(4-fluorophenyl)-1,2,4-triazol-3-on